FC(C=1C=CC2=C(NC(NC2=O)=O)N1)(F)F 7-(trifluoromethyl)pyrido[2,3-d]pyrimidine-2,4(1H,3H)-dione